BrC1=C(OCC2=NC=CC=C2)C=CC=C1 2-((2-bromophenoxy)methyl)pyridine